BrC=1C(=C2C3=C(N=C(N=C3C1)N1CCOCC1)N1[C@H](CO2)CN(CC1)C(=O)OC(C)(C)C)Cl Tert-butyl (S)-5-bromo-6-chloro-2-morpholino-8a,9,11,12-tetrahydropyrazino-[2',1':3,4][1,4]oxazepino[5,6,7-de]quinazoline-10(8H)-carboxylate